N1=CC(=CC=C1)S(=O)(=O)NC(OC)=O Methyl (pyridin-3-ylsulfonyl)carbamate